CN1CC(C1)(C)[C@@](C=1C=C(C=NC1)N1C(CC(C1)C=1C=NN(C1)C)=O)(C1=CC=C(C=C1)C(C)C)O 1-{5-[(R)-(1,3-Dimethyl-azetidin-3-yl)-hydroxy-(4-isopropyl-phenyl)-methyl]-pyridin-3-yl}-4-(1-methyl-1H-pyrazol-4-yl)-pyrrolidin-2-one